C(C)C1=CC=CC=2NN=NC21 4-ethyl-1H-benzotriazole